3-(1-Bromoethyl)-4-(3-(1-(dimethylamino)ethyl)phenyl)-1H-isochromen-1-one BrC(C)C=1OC(C2=CC=CC=C2C1C1=CC(=CC=C1)C(C)N(C)C)=O